N-(5-(2,6-dichloro-4-nitrophenoxy)-2-methoxypyridin-3-yl)-2,2,2-trifluoroacetamide ClC1=C(OC=2C=C(C(=NC2)OC)NC(C(F)(F)F)=O)C(=CC(=C1)[N+](=O)[O-])Cl